ClC1=C(OC2CN(C2)C(=O)OC(C)(C)C)C=CC(=C1)C(F)(F)F tert-Butyl 3-[2-chloro-4-(trifluoromethyl)phenoxy]azetidine-1-carboxylate